[Li].SCCO 2-mercaptoethanol lithium